C1=CC=CC=2C3=CC=CC=C3C(C12)COC(=O)N[C@@H](CCCNC(N)=N)C(=O)O N-(9-fluorenylmethoxycarbonyl)-L-arginine